tert-butyl (R)-2-(2-(3,3-difluoropyrrolidin-1-yl)-5-(ethylsulfonimidoyl)phenyl)-5-((trimethylsilyl)ethynyl)-1H-indole-1-carboxylate FC1(CN(CC1)C1=C(C=C(C=C1)[S@@](=O)(=N)CC)C=1N(C2=CC=C(C=C2C1)C#C[Si](C)(C)C)C(=O)OC(C)(C)C)F